Cl.N1C(C=CC=C1)=O Pyridin-2-one hydrochloride